C(C)(C)[C@H]1CN(CCN1)C1=CC2=C(N(C(N2C)=O)N2C(CCCC2=O)=O)C=C1 {5-[(3S)-3-isopropylpiperazin-1-yl]-3-methyl-2-oxo-1,3-benzodiazol-1-yl}piperidine-2,6-dione